N(=NC(C#N)(C)C)C(C#N)(C)C azo-di-isobutyronitrile